[I-].S1C2=C(C=C1)C(=CC=C2)N2CC[N+](CC2)(CCCCOC2=CC=C1C=CC(NC1=C2)=O)COC(CCCCCCCCCCCCCCCCCCC)=O 4-(benzo[b]thiophen-4-yl)-1-(icosanoyloxymethyl)-1-(4-(2-oxo-1,2-dihydroquinolin-7-yloxy)butyl)piperazin-1-ium iodide